NC=1C2=C(N=CN1)N(C=C2C=2C=C(CNS(=O)(=O)C)C=CC2)[C@@H]2C[C@@H](C2)CNCC2=CC=CC=C2 N-(3-(4-amino-7-(cis-3-((benzylamino)methyl)cyclobutyl)-7H-pyrrolo[2,3-d]pyrimidin-5-yl)benzyl)methanesulfonamide